ethyl 2-((5-(5-methoxybenzo[d]oxazol-2-yl)-8-(methylamino)-2,7-naphthyridin-3-yl)carbamoyl)cyclopropane-1-carboxylate COC=1C=CC2=C(N=C(O2)C2=C3C=C(N=CC3=C(N=C2)NC)NC(=O)C2C(C2)C(=O)OCC)C1